1-difluoromethyl-3-methyl-4-amino-1H-pyrazole FC(N1N=C(C(=C1)N)C)F